FC1=C2C=CN(C2=C(C=C1)C(=O)NC1CC2(CC(C2)C(=O)O)C1)CC1=CC=C(C=C1)C1=CC(=C(C=C1)OC)F (Ra)-6-(4-fluoro-1-((3'-fluoro-4'-methoxy-[1,1'-biphenyl]-4-yl)methyl)-1H-indole-7-carboxamido)spiro[3.3]heptane-2-carboxylic acid